ClC=1C=NC=C(C1B(O)O)Cl 3,5-dichloropyridin-4-ylboronic acid